SCCCOCC(COCCCS)(COCCCS)COCCCS 3-{3-(3-mercapto-propoxy)-2,2-bis[(3-mercapto-propoxy)methyl]propoxy}-1-propanethiol